Phenyl (trifluoromethoxy)phenyl carbonate C(OC1=CC=CC=C1)(OC1=C(C=CC=C1)OC(F)(F)F)=O